trans-5-Pentadecen CCCC\C=C\CCCCCCCCC